Indolaldehyde N1C(=CC2=CC=CC=C12)C=O